1-(9Z-heptadecenoyl)-2-octadecanoyl-glycero-3-phosphoserine CCCCCCCCCCCCCCCCCC(=O)O[C@H](COC(=O)CCCCCCC/C=C\CCCCCCC)COP(=O)(O)OC[C@@H](C(=O)O)N